C(C)OC(=S)S[K] [(ethoxythioxomethyl)sulfanyl]potassium